dodecyl ether, sodium salt [Na].C(CCCCCCCCCCC)OCCCCCCCCCCCC